ethyl 7-oxospiro[3.5]nonane-2-carboxylate O=C1CCC2(CC(C2)C(=O)OCC)CC1